NC=1SC2=C(N1)C(=CC=C2F)C2=C(C=C1C(=NC(=NC1=C2F)OC[C@]21CCCN1C[C@@H](C2)F)N2CC(C2)(O)C)C(F)(F)F 1-(7-(2-amino-7-fluorobenzo[d]thiazol-4-yl)-8-fluoro-2-(((2R,7aS)-2-fluorotetrahydro-1H-pyrrolizin-7a(5H)-yl)methoxy)-6-(trifluoromethyl)quinazolin-4-yl)-3-methylazetidin-3-ol